C1(CC1)C1OC2=C(C=C1)C(=CC(=C2OC)OC)CC=2C(=NC(=NC2)N)N 5-((2-cyclopropyl-7,8-dimethoxy-2H-benzopyran-5-yl)methyl)pyrimidine-2,4-diamine